C1(=CCCCC1)C#CC1=CC2=C(OC[C@@H](C(N2C)=O)NC(C(=O)NCCC2=CC=CC=C2)=O)C=C1 (S)-N1-(7-(cyclohex-1-en-1-yl-ethynyl)-5-methyl-4-oxo-2,3,4,5-tetrahydrobenzo[b][1,4]oxazepin-3-yl)-N2-phenethyloxalamide